(2-(4-aminophenoxy)-4-methoxyphenyl)ethan-1-one NC1=CC=C(OC2=C(C=CC(=C2)OC)C(C)=O)C=C1